tert-butyl ((2-(3-(3-fluoro-3-methyl-1-(4-methyl-4H-1,2,4-triazol-3-yl)cyclobutyl)phenyl)-3-oxo-7-(trifluoromethyl)-isoindolin-5-yl)methyl)(1-methylcyclobutyl)carbamate FC1(CC(C1)(C1=NN=CN1C)C=1C=C(C=CC1)N1CC2=C(C=C(C=C2C1=O)CN(C(OC(C)(C)C)=O)C1(CCC1)C)C(F)(F)F)C